dithieno[2,3-d:2',3'-d']benzo[1,2-b:4,5-b']dithiophene S1C=CC2=C1C1=C(S2)C=C2C(SC3=C2SC=C3)=C1